triallyl-1,2,4-benzenetricarboxylic acid C(C=C)C=1C(=C(C(=C(C1C(=O)O)C(=O)O)CC=C)C(=O)O)CC=C